C(CCCCC\C=C\CCCCCCCCCCCC)(=O)O (E)-7-eicosenoic acid